NC1=CC(=NC=C1C(=O)NCC#CC1=NN2C(C=CC=C2N[C@H]2[C@H](CN(CC2)C)F)=C1CC(F)(F)F)C 4-amino-N-[3-(7-{[(3S,4R)-3-fluoro-1-methylpiperidin-4-yl]amino}-3-(2,2,2-trifluoroethyl)pyrazolo[1,5-a]pyridin-2-yl)prop-2-yn-1-yl]-6-methylnicotinamide